FC1=CC(=C(C=C1)NC1=C(C(=O)NC=2C(=NC(=CC2)OC)C)C=CC(=C1)S(=O)(=O)C)C 2-((4-fluoro-2-methylphenyl)amino)-N-(6-methoxy-2-methylpyridin-3-yl)-4-(methylsulfonyl)benzamide